OCCNC1=NC(=NC(=N1)NCCCN(CCC(=O)OCCCCCC)CCC(=O)OCCCCCC)NCCCN(CCC(=O)OCCCCCC)CCC(=O)OCCCCCC tetrahexyl 3,3',3'',3'''-((((6-((2-hydroxyethyl)amino)-1,3,5-triazine-2,4-diyl)bis(azanediyl))bis(propane-3,1-diyl))bis(azanetriyl))tetrapropionate